N-(3-methoxy-4-(3-(methyl(2-morpholinoethyl)amino)-6-(pyrazolo[1,5-a]pyrimidin-3-yl)-1H-pyrazolo[4,3-c]pyridin-1-yl)phenyl)methanesulfonamide COC=1C=C(C=CC1N1N=C(C=2C=NC(=CC21)C=2C=NN1C2N=CC=C1)N(CCN1CCOCC1)C)NS(=O)(=O)C